NC1=C(C(=C(OC=2C=CC(=C(C#N)C2)F)C(=C1)F)Br)C 5-(4-Amino-2-bromo-6-fluoro-3-methylphenoxy)-2-fluorobenzonitrile